5-(8-fluoro-2-methylimidazo[1,2-a]pyridin-6-yl)-N-(cis-4-(trifluoromethoxy)cyclohexyl)-7H-pyrrolo[2,3-d]pyrimidin-2-amine FC=1C=2N(C=C(C1)C1=CNC=3N=C(N=CC31)N[C@@H]3CC[C@@H](CC3)OC(F)(F)F)C=C(N2)C